C(C)C=1C=C(C=CC1OC1=CC2=C(N(N=N2)C)C=C1)NC=1C2=C(N=CN1)C=NC(=N2)S(=O)C N-(3-ethyl-4-((1-methyl-1H-benzo[d][1,2,3]triazol-5-yl)-oxy)phenyl)-6-(methylsulfinyl)pyrimido[5,4-d]pyrimidin-4-amine